CC1=C(C=C(C(=O)N2C(CC2)C(=O)NC=2SC=C(N2)C2=CC(=CC=C2)C2=CC=NC=C2)C=C1)S(=O)(=O)C 1-(4-methyl-3-(methylsulfonyl)benzoyl)-N-(4-(3-(pyridin-4-yl)phenyl)thiazol-2-yl)azetidine-2-carboxamide